2-(3-fluorophenyl)-N-(2-hydroxy-2-methylpropyl)-3-oxo-6-[4-(trifluoromethoxy)phenyl]-2,3-dihydropyridazine-4-carboxamide FC=1C=C(C=CC1)N1N=C(C=C(C1=O)C(=O)NCC(C)(C)O)C1=CC=C(C=C1)OC(F)(F)F